6-chloro-7-(trifluoromethoxy)-1H-indole ClC1=CC=C2C=CNC2=C1OC(F)(F)F